cetyl-trimethyl-ammonium tetraphenyl-borate C1(=CC=CC=C1)[B-](C1=CC=CC=C1)(C1=CC=CC=C1)C1=CC=CC=C1.C(CCCCCCCCCCCCCCC)[N+](C)(C)C